N-[(2S,3R,4S)-2-[(3-chloro-2-fluorophenyl)methyl]-4-fluoro-1-(oxetane-2-carbonyl)pyrrolidin-3-yl]cyclopropanesulfonamide ClC=1C(=C(C=CC1)C[C@@H]1N(C[C@@H]([C@@H]1NS(=O)(=O)C1CC1)F)C(=O)C1OCC1)F